COC1=CC=C(C=2NC(=NC21)C2=CC=CC=C2)OC 4,7-dimethoxy-2-phenyl-1H-Benzo[d]imidazole